5,8,12-eicosatrienoic acid C(CCCC=CCC=CCCC=CCCCCCCC)(=O)O